(R)-3-((3-ethylpyridin-2-yl)oxy)-2,2-dimethyl-N-(1-methylpyrrolidin-3-yl)propanamide C(C)C=1C(=NC=CC1)OCC(C(=O)N[C@H]1CN(CC1)C)(C)C